1-(3-(4-(cyclopropanecarbonyl)piperazin-1-yl)benzyl)-N-(4-methoxyphenyl)-5-methyl-1H-pyrazole-3-carboxamide C1(CC1)C(=O)N1CCN(CC1)C=1C=C(CN2N=C(C=C2C)C(=O)NC2=CC=C(C=C2)OC)C=CC1